imidazo[3,2-a]pyrazine-2-carboxylic acid hydrazide N=1C(=CN2C1C=NC=C2)C(=O)NN